(E)-3-(1-((4-fluorophenylethyl)amino)-2,3-dihydro-1H-inden-5-yl)-N-hydroxyacrylamide FC1=CC=C(C=C1)CCNC1CCC2=CC(=CC=C12)/C=C/C(=O)NO